2-deutero-e-quinoline-8-carbonitrile [2H]C1=NC2=C(C=CC=C2C=C1)C#N